(R)-(4-(7-chloro-2-(diphenylphosphoryl)-1,2,3,4-tetrahydroisoquinolin-1-yl)-5-methylthiophen-2-yl)(4-chloropyrimidin-5-yl)methanone ClC1=CC=C2CCN([C@H](C2=C1)C=1C=C(SC1C)C(=O)C=1C(=NC=NC1)Cl)P(=O)(C1=CC=CC=C1)C1=CC=CC=C1